N1,N1'-([1,1'-biphenyl]-3,5-diylbis(methylene))bis(propane-1,3-diamine) C1(=CC(=CC(=C1)CNCCCN)CNCCCN)C1=CC=CC=C1